C12(CCC(CC1)CC2)C2=CC(=C(C=C2Cl)B2OC(C(O2)(C)C)(C)C)C 2-[4-(1-bicyclo[2.2.2]octanyl)-5-chloro-2-methyl-phenyl]-4,4,5,5-tetramethyl-1,3,2-dioxaborolane